methyl 4-chloro-4'-(hydroxymethyl)-7-methylspiro[1,3-benzodioxole-2,1'-cyclohexane]-6-carboxylate ClC1=CC(=C(C=2OC3(CCC(CC3)CO)OC21)C)C(=O)OC